[bis(dimethylfluorenyl)triazinyl](phenyldibenzofuranyl)benzene CC=1C(=C(C=2CC3=CC=CC=C3C2C1)C1=C(C(=NN=N1)C1=C(C=CC=C1)C1=C(C=CC=2OC3=C(C21)C=CC=C3)C3=CC=CC=C3)C3=C(C(=CC=2C1=CC=CC=C1CC32)C)C)C